(4-amino-[1,2,3]triazolo[1,5-a]quinoxalin-8-yl)(3-(5-(trifluoromethyl)pyridin-2-yl)morpholino)methanone NC=1C=2N(C3=CC(=CC=C3N1)C(=O)N1C(COCC1)C1=NC=C(C=C1)C(F)(F)F)N=NC2